benzyl 2-butyl-4-oxo-1,3,7-triazaspiro[4.5]dec-1-ene-7-carboxylate C(CCC)C1=NC2(C(N1)=O)CN(CCC2)C(=O)OCC2=CC=CC=C2